C(N)(OC1CC(C1)OC1=NC=CC(=C1C(C)=O)OC)=O ((1r,3r)-3-((3-acetyl-4-methoxypyridin-2-yl) oxy) cyclobutyl) carbamate